CC([C@H](CC(=O)NC[C@H](CC1=C(C=C(C(=O)NC)C=C1)C)N(C)C)C=1C=NC=CC1)(C)C 4-((S)-3-((S)-4,4-dimethyl-3-(pyridin-3-yl)pentanamido)-2-(dimethylamino)propyl)-N,3-dimethylbenzamide